(R)-tert-Butyl (1-(2-(1-ethyl-1H-indol-2-yl)-1-methyl-1H-benzo[d]imidazole-5-carbonothioyl)piperidin-3-yl)carbamate C(C)N1C(=CC2=CC=CC=C12)C1=NC2=C(N1C)C=CC(=C2)C(=S)N2C[C@@H](CCC2)NC(OC(C)(C)C)=O